2-[(8E,11E,14Z)-8,11,14-Heptadecatrien-1-yl]-6-hydroxybenzoic acid C(CCCCCC\C=C\C\C=C\C\C=C/CC)C1=C(C(=O)O)C(=CC=C1)O